N-[[2-(3-fluoro-4-pyridinyl)-3-methyl-1H-indol-5-yl]methyl]-4-methyl-pyrimidine-5-carboxamide FC=1C=NC=CC1C=1NC2=CC=C(C=C2C1C)CNC(=O)C=1C(=NC=NC1)C